FC=1C(=NC(=NC1)N[C@@H]1C[C@H]2CO[C@@H]([C@H]1O)O2)C2=CC1=C(N=C(S1)C(C)(C)O)C(=C2)F (1S,3R,4S,5R)-3-((5-fluoro-4-(4-fluoro-2-(2-hydroxypropan-2-yl)benzo[d]thiazol-6-yl)pyrimidin-2-yl)amino)-6,8-dioxabicyclo[3.2.1]octan-4-ol